tert-Butyl 4-(5-chloro-2-fluoropyridin-3-yl)-4-hydroxy-3-methylpiperidine-1-carboxylate ClC=1C=C(C(=NC1)F)C1(C(CN(CC1)C(=O)OC(C)(C)C)C)O